1-(pyrimidin-2-ylmethyl)-4-(3-(4-(trifluoromethyl)phenyl)-1H-pyrazolo[4,3-b]pyridin-1-yl)pyridin-2(1H)-one N1=C(N=CC=C1)CN1C(C=C(C=C1)N1N=C(C2=NC=CC=C21)C2=CC=C(C=C2)C(F)(F)F)=O